lithium (malonate) phosphate salt P(=O)([O-])(O)O.C(CC(=O)O)(=O)O.[Li+]